The molecule is an aminobenzenesulfonic acid carrying an amino group at position 2. It is a conjugate acid of a 2-aminobenzenesulfonate. C1=CC=C(C(=C1)N)S(=O)(=O)O